1-[(2-Methylpyrimidin-4-yl)methyl]-6-[3-(trifluoromethyl)phenyl]pyrazolo[4,3-b]pyridine CC1=NC=CC(=N1)CN1N=CC2=NC=C(C=C21)C2=CC(=CC=C2)C(F)(F)F